FC1=CC=C(C=C1)N1C(C(=CC=C1C)C(=O)NC1=CC(=C(C=C1)OC1=CC=NC2=CC(=CN=C12)OCC1=CC=CC=C1)F)=O 1-(4-Fluorophenyl)-N-[3-fluoro-4-[(7-phenylmethoxy-1,5-naphthyridin-4-yl)oxy]phenyl]-6-methyl-2-oxopyridine-3-carboxamide